N-(2,4-bis(trifluoromethyl)phenyl)-4-(6-methoxy-2-oxo-1,2-dihydrospiro[benzo[d][1,3]oxazine-4,4'-piperidin]-1'-yl)-4-oxobut-2-enamide FC(C1=C(C=CC(=C1)C(F)(F)F)NC(C=CC(=O)N1CCC2(CC1)C1=C(NC(O2)=O)C=CC(=C1)OC)=O)(F)F